ClC1=NC=C(C(N1C)=O)I 2-chloro-5-iodo-3-methyl-3,4-dihydropyrimidin-4-one